2-(1-oxo-7-(((trifluoromethyl)sulfonyl)oxy)-2,3-dihydro-1H-inden-4-yl)acetic acid O=C1CCC2=C(C=CC(=C12)OS(=O)(=O)C(F)(F)F)CC(=O)O